S(=O)(=O)(O)C1=CC=C(C)C=C1.C(C1=CC=CC=C1)S(=O)(=O)O toluenesulfonic acid (tosylate)